1,1,1,3,3,3-Hexafluoropropan-2-yl 2-(2-(piperidin-1-yl)-4-(trifluoromethyl) benzyl)-2,8-diazaspiro[4.5]decane-8-carboxylate N1(CCCCC1)C1=C(CN2CC3(CC2)CCN(CC3)C(=O)OC(C(F)(F)F)C(F)(F)F)C=CC(=C1)C(F)(F)F